3-(2-chloro-4'-(2-(2-oxopyridin-1(2H)-yl)ethyl)-[1,1'-biphenyl]-3-yl)piperidine-2,6-dione ClC1=C(C=CC=C1C1C(NC(CC1)=O)=O)C1=CC=C(C=C1)CCN1C(C=CC=C1)=O